CC1=CC=CC=2N(C3=CC=CC(=C3C12)C)C1=NC(=C(C(=C1N1C2=C(C=3C=CC=CC13)C=NC=C2)C2=CC=1N(C3=CC=CC=C3C1C=C2)C2=CC=CC=C2)N2C1=C(C=3C=CC=CC23)C=NC=C1)N1C2=CC=CC(=C2C=2C(=CC=CC12)C)C 5,5'-(2,6-bis(4,5-dimethyl-9H-carbazol-9-yl)-4-(9-phenyl-9H-carbazol-2-yl)pyridine-3,5-diyl)bis(5H-pyrido[4,3-b]indole)